Potassium ethyl thioxanthate S(C(=S)[S-])CC.[K+]